methyl-5-benzyl-3-(((4'-methoxy-[1,1'-biphenyl]-3-yl)methoxy)methyl)-4,5-dihydroisoxazole CC1C(=NOC1CC1=CC=CC=C1)COCC=1C=C(C=CC1)C1=CC=C(C=C1)OC